2,4,6-trifluoro-1-iodobenzene FC1=C(C(=CC(=C1)F)F)I